C(CCCCCCCCCCC\C=C/CCCCCCCC)(=O)OCC(OC(CCCCCCCCCCC\C=C/CCCCCCCC)=O)CO monoglycerol dierucate